CN1C(N(C=2N=C(NC2C1=O)SCCC(=O)NS(=O)(=O)CCN1CCOCC1)C)=O 3-((1,3-dimethyl-2,6-dioxo-2,3,6,7-tetrahydro-1H-purin-8-yl)thio)-N-((2-morpholinoethyl)sulfonyl)propanamide